tert-butyl 4-[7-({8-fluoro-2-methylimidazo[1,2-a]pyridin-6-yl} carbamoyl)-2-(2-fluoroethyl)indazol-4-yl]piperazine-1-carboxylate FC=1C=2N(C=C(C1)NC(=O)C1=CC=C(C3=CN(N=C13)CCF)N1CCN(CC1)C(=O)OC(C)(C)C)C=C(N2)C